5-benzoyl-6-(naphthalen-2-yl)-2-phenylnicotinonitrile C(C1=CC=CC=C1)(=O)C=1C(=NC(=C(C#N)C1)C1=CC=CC=C1)C1=CC2=CC=CC=C2C=C1